2-amino-3-(5-(azidomethyl)pyridin-2-yl)propionic acid NC(C(=O)O)CC1=NC=C(C=C1)CN=[N+]=[N-]